Methyl 4-(5,5-difluorotetrahydro-2H-pyran-2-yl)-5-methylpyrimidine-2-carboxylate FC1(CCC(OC1)C1=NC(=NC=C1C)C(=O)OC)F